C(C)(C)OC1=C(C=C(C2=C1CCO2)CC2=CC=C(C=C2)C=2N=NN(C2)C)C(=O)N[C@H]2CCOC[C@@H]2O 1,5-anhydro-2,3-dideoxy-3-(((4-isopropoxy-7-(4-(1-methyl-1H-1,2,3-triazol-4-yl)benzyl)-2,3-dihydro-1-benzofuran-5-yl)carbonyl)amino)-L-threo-pentitol